4-{[(2S,4R)-2-methyl-1-propionyl-1,2,3,4-tetrahydroquinolin-4-yl]amino}benzamide C[C@@H]1N(C2=CC=CC=C2[C@@H](C1)NC1=CC=C(C(=O)N)C=C1)C(CC)=O